CC1=C(C=CC(=C1)N1C2=CC=CC=C2C=2C=CC=CC12)C1=C(C=C(C=C1)N1C2=CC=CC=C2C=2C=CC=CC12)C 9,9'-(2,2'-dimethyl-[1,1'-biphenyl]-4,4'-diyl)bis-9H-carbazole